CCCCCCCCC(CCCCCCCC)OC1=NC(=NC(=N1)OC(CCCCCCCC)CCCCCCCC)NCCCCCCNC(COC1=CC2=C(C(C3=C(CC2)C=CC=C3)NC(OCC3C2=CC=CC=C2C=2C=CC=CC32)=O)C=C1)=O (9H-fluoren-9-yl)methyl (2-(2-((6-((4,6-bis(heptadecan-9-yloxy)-1,3,5-triazin-2-yl)amino)hexyl)amino)-2-oxoethoxy)-10,11-dihydro-5H-dibenzo[a,d][7]annulen-5-yl)-carbamate